[N+](=O)([O-])C1=C(C=CC(=C1)C(=O)O)NN 2-nitro-4-carboxyl-phenylhydrazine